C1(=CC=CC=C1)C1=NC(=NC2=CC=CC=C12)C1=NC=CN=C1 4-phenyl-2-(pyrazin-2-yl)-quinazoline